8-benzoyl-3-benzyl-1-methyl-1,3,8-triazaspiro[4.5]decane-2,4-dione C(C1=CC=CC=C1)(=O)N1CCC2(C(N(C(N2C)=O)CC2=CC=CC=C2)=O)CC1